N3-(7-(tetrahydrofuran-2-ylmethyl)amino-6,7,8,9-tetrahydro-5H-benzo[7]annulene-2-yl)-1H-1,2,4-triazole-3,5-diamine O1C(CCC1)CNC1CCC2=C(CC1)C=C(C=C2)NC2=NNC(=N2)N